ClC1=CC(=C(C=N1)C#CCC(C)O)N1CCC(CC1)(C)CO 5-(6-chloro-4-(4-(hydroxymethyl)-4-methylpiperidin-1-yl)pyridin-3-yl)pent-4-yn-2-ol